dimethyl-dineopentylammonium perfluorooctanesulfonate FC(C(C(C(C(C(C(C(F)(F)F)(F)F)(F)F)(F)F)(F)F)(F)F)(F)F)(S(=O)(=O)[O-])F.C[N+](CC(C)(C)C)(CC(C)(C)C)C